tert-butyl N-[4-(5-{[2-(4-{[(tert-butoxy)carbonyl]amino}butanoyl)-1,3-dioxo-2,3-dihydro-1H-inden-5-yl]oxy}-1,3-dioxo-2,3-dihydro-1H-inden-2-yl)-4-oxobutyl]carbamate C(C)(C)(C)OC(=O)NCCCC(=O)C1C(C2=CC=C(C=C2C1=O)OC=1C=C2C(C(C(C2=CC1)=O)C(CCCNC(OC(C)(C)C)=O)=O)=O)=O